ClC1=C(C=CC=C1Cl)N1CCN(CC1)C(CC1CCC(CC1)=O)=C=O 4-(2-(4-(2,3-dichlorophenyl)piperazin-1-yl)-2-carbonylethyl)cyclohexan-1-one